1,3,4-oxadiazole-2-carboxylic acid methyl ester COC(=O)C=1OC=NN1